hydroxyacetovanillone OCC(=O)C1=CC(OC)=C(O)C=C1